2-cyclopropyl-4-fluoro-1-nitrobenzene C1(CC1)C1=C(C=CC(=C1)F)[N+](=O)[O-]